Cl.CN1CC(C1)C1=CC=C(N=N1)C1=C(C=C(C=C1)C=1N=CC=2N(C1)C=C(N2)C)C2=C(C=CC=C2)O 2-(6-(1-methylazetidin-3-yl)pyridazin-3-yl)-5-(2-methylimidazo[1,2-a]pyrazin-6-yl)phenylphenol hydrochloride